(R)-N-tert-butyl-5-(2-(5-fluoro-2-methoxypyridin-3-yl)pyrrolidin-1-yl)pyrazolo[1,5-a]pyrimidine-3-carboxamide C(C)(C)(C)NC(=O)C=1C=NN2C1N=C(C=C2)N2[C@H](CCC2)C=2C(=NC=C(C2)F)OC